sodium mercaptopropyl-acetamide SCCCCC(=O)N.[Na]